N-Ethylaminopropyltrimethoxysilan C(C)NCCC[Si](OC)(OC)OC